N1=C(C=CC=C1)CCNC(=O)C1=NC(=NO1)C1=CC=C(C=C1)C N-(2-(pyridin-2-yl)ethyl)-3-(p-tolyl)-1,2,4-oxadiazole-5-carboxamide